BrC=1C(=CC(=C(C#N)C1)F)O 5-bromo-2-fluoro-4-hydroxy-benzonitrile